CN1N=C2[C@@H](N(CCC2=C1C=1C=NN(C1C(F)(F)F)C)C(=O)C1=C2C(=NC=C1)N(N=C2)C)C (S)-(2,7-dimethyl-3-(1-methyl-5-(trifluoromethyl)-1H-pyrazol-4-yl)-2,4,5,7-tetrahydro-6H-pyrazolo[3,4-c]pyridin-6-yl)(1-methyl-1H-pyrazolo[3,4-b]pyridin-4-yl)methanone